O.C1(=CC=CC2=CC=CC=C12)C(=O)O naphthoate hydrate